C(C)(C)(C)C12CCC(CC1)C2 tert-butyl-bicyclo[2.2.1]heptane